N1CCC2(CC1)OC1=CC=CC=C1C(C2)=O spiro[chromane-2,4'-piperidin]-4-one